NC1=CC(=C(C=C1)N1CCN(CC1)C(=O)OC(C)(C)C)Cl tert-butyl 4-(4-amino-2-chlorophenyl)piperazine-1-carboxylate